6-fluoro-5-(1-(2-fluorophenyl)ethyl)-3-(((3-fluoropyridin-2-yl)methyl)amino)-4H-benzo[e][1,2,4]thiadiazine 1,1-dioxide FC=1C=CC2=C(NC(=NS2(=O)=O)NCC2=NC=CC=C2F)C1C(C)C1=C(C=CC=C1)F